C(C)N1N=C(C(=C1)C1=NC(=NC=C1)NC1=CC=C(C(=O)N2CC3CCC(C2)N3C(=O)OC(C)(C)C)C=C1)C=1C=NC=CC1 tert-Butyl 3-(4-((4-(1-ethyl-3-(pyridin-3-yl)-1H-pyrazol-4-yl)pyrimidin-2-yl)amino)benzoyl)-3,8-diazabicyclo[3.2.1]octane-8-carboxylate